(3-(trifluoromethyl)-8-(4-(trifluoromethyl)phenyl)imidazo[1,2-a]pyrazin-6-yl)methanamine FC(C1=CN=C2N1C=C(N=C2C2=CC=C(C=C2)C(F)(F)F)CN)(F)F